Cl.CC1=NN2C(C=C(C(=C2)C)N)=N1 2,6-dimethyl-[1,2,4]triazolo[1,5-a]pyridin-7-amine hydrochloride